4-((1-oxo-1,3-dihydroisobenzofuran-5-yl)amino)tetrahydro-2H-pyran-4-carbonitrile O=C1OCC2=CC(=CC=C12)NC1(CCOCC1)C#N